C(C)(C)(C)OC([C@H](COC1=CC2=C(N=C(S2)NC2CN(C2)C(=O)O)C=C1)ON1C(C2=CC=CC=C2C1=O)=O)=O (S)-3-((6-(3-(tert-butoxy)-2-((1,3-dioxoisoindolin-2-yl)oxy)-3-oxopropoxy)benzo[d]Thiazol-2-yl)amino)azetidine-1-carboxylic acid